2-chloro-4-(4-methylpiperazin-1-yl)quinazoline ClC1=NC2=CC=CC=C2C(=N1)N1CCN(CC1)C